di-n-dodecylphenol C(CCCCCCCCCCC)C=1C(=C(C=CC1)O)CCCCCCCCCCCC